ClC=1C(=NC(=NC1)N1C[C@H](N([C@@H](C1)C)C)C)N1CC(C1)C(=O)NC(C)(C)C1=CN=C2N1C=CC=C2 1-{5-chloro-2-[(3r,5r)-3,4,5-trimethylpiperazin-1-yl]pyrimidin-4-yl}-N-(2-{imidazo[1,2-a]pyridin-3-yl}propan-2-yl)azetidine-3-carboxamide